6-(pyrrolidin-3-yl)-3-(trifluoromethyl)-1,5-dihydro-4H-pyrazolo[3,4-d]pyrimidin-4-one N1CC(CC1)C=1NC(C2=C(N1)NN=C2C(F)(F)F)=O